O1COC2=C1C=CC(=C2)CC(C=[N+](CC2=CC=CC=C2)[O-])C 3-(benzo[d][1,3]dioxol-5-yl)-N-benzyl-2-methylpropan-1-imine oxide